C(C)N1C=NC2=C1N=NC=C2C2=CC(=C(C=C2)F)C2=C(C=CC=1N2C=CN1)OC 7-ethyl-4-(4-fluoro-3-(6-methoxyimidazo[1,2-a]pyridin-5-yl)phenyl)-7H-imidazo[4,5-c]Pyridazine